1-(3-(6-(4-hydroxyphenyl)-2H-indazol-2-yl)piperidin-1-yl)prop-2-en-1-one OC1=CC=C(C=C1)C=1C=CC2=CN(N=C2C1)C1CN(CCC1)C(C=C)=O